N'-cyanopyridine-2-carboximidamide C(#N)N=C(N)C1=NC=CC=C1